C(CCCCC)NC(=O)[C@@H]1CN(C[C@H]1CCCCCCCC)C(=O)C1=CC=C(C(=O)N2C[C@H]([C@@H](C2)C(=O)N[C@@H]2[C@H](C2)C2=CC=CC=C2)C(=O)N[C@@H]2[C@H](C2)C2=CC=CC=C2)C=C1 |o1:9,13| (3S,4S)-1-(4-((3S*,4S*)-3-(hexylcarbamoyl)-4-octylpyrrolidine-1-carbonyl)benzoyl)-N3,N4-bis((1S,2R)-2-phenylcyclopropyl)pyrrolidine-3,4-dicarboxamide